N-((1-aminoisoquinolin-6-yl)methyl)-3-chloro-4-{(4-(pyridin-4-yl)piperazin-1-yl)methyl}benzamide Methyl-3-chloro-4-((4-(pyridin-4-yl)piperazin-1-yl)methyl)benzoate COC(C1=CC(=C(C=C1)CN1CCN(CC1)C1=CC=NC=C1)Cl)=O.NC1=NC=CC2=CC(=CC=C12)CNC(C1=CC(=C(C=C1)CN1CCN(CC1)C1=CC=NC=C1)Cl)=O